N1(CCNCC1)C(CCCCCCCCCCCCC)=O 1-(1-piperazinyl)-1-tetradecanone